ClC=1C(=C(C=C(C1)F)[C@H](C)NC(COC(F)F)=O)COC=1C=CC=C2C(=CC(=NC12)C)C1=NC=NN1C (S)-N-(1-(3-chloro-5-fluoro-2-((2-methyl-4-(1-methyl-1H-1,2,4-triazol-5-yl)quinolin-8-yloxy)methyl)phenyl)ethyl)-2-(difluoromethoxy)acetamide